N-[4-[(1R,2S)-2-aminocyclopropyl]phenyl]-4-(4-methylpiperazin-1-yl)benzamide N[C@@H]1[C@H](C1)C1=CC=C(C=C1)NC(C1=CC=C(C=C1)N1CCN(CC1)C)=O